CC1(CCC=2C(=NNC2C1)C=1NC2=CC(=CC=C2C1)C(=O)N1CC(N(CC1)C(=O)OC(C)(C)C)(C)C)C tert-butyl 4-[2-(6,6-dimethyl-4,5,6,7-tetrahydro-1H-indazol-3-yl)-1H-indole-6-carbonyl]-2,2-dimethylpiperazine-1-carboxylate